BrC1=C2C=NN(C2=CC(=C1C(=O)C1=C(C=CC(=C1)F)Cl)F)C (4-bromo-6-fluoro-1-methylindazol-5-yl)(2-chloro-5-fluorophenyl)methanone